Undecyl nonanoate C(CCCCCCCC)(=O)OCCCCCCCCCCC